N-[5-(1H-benzimidazol-2-yl)-1-[(4-methoxyphenyl)methyl]pyrazol-3-yl]-5-chloro-6-(4-methylpiperazin-1-yl)pyridine-3-carboxamide N1C(=NC2=C1C=CC=C2)C2=CC(=NN2CC2=CC=C(C=C2)OC)NC(=O)C=2C=NC(=C(C2)Cl)N2CCN(CC2)C